C(C)(C)(C)[Si](OCC=1CC2=C(C=C(C=C2C1)OCC(C)=O)F)(C)C 1-[2-[[tert-butyl-(dimethyl)silyl]oxymethyl]-7-fluoro-inden-5-yl]oxypropan-2-one